C(#N)C=1C=CC=C(C(=O)NC2CCC(CC2)O)C1 5-cyano-N-(4-hydroxycyclohexyl)benzamide